(3-Methylpyrazolo[1,5-a]pyridin-5-yl)methanol 1-{4-chloro-6-[(ethylamino)carbonyl]-3',5'-difluoro-5-methylbiphenyl-2-yl}ethyl-methanesulfonate ClC1=CC(=C(C(=C1C)C(=O)NCC)C1=CC(=CC(=C1)F)F)C(C)CS(=O)(=O)OCC1=CC=2N(C=C1)N=CC2C